F[C@H](CF)C=1C=C(OCCN2CCC3(CC2)C(NC2=CC=C(C=C23)C#N)=O)C=CC1S(=O)(=O)C 1'-(2-{3-[(1S)-1,2-difluoroethyl]-4-methanesulfonylphenoxy}ethyl)-2-oxo-1,2-dihydrospiro[indole-3,4'-piperidine]-5-carbonitrile